BrC1=CC=C2C(=NC(=NN21)Cl)NCC2=C(C=CC=C2)F 7-bromo-2-chloro-N-(2-fluorobenzyl)pyrrolo[2,1-f][1,2,4]triazin-4-amine